FC1=CC2=C(C(=NS2)N2CCN(CC2)CCC2CCC2)C=C1 3-(2-(4-(6-fluorobenzo[d]isothiazol-3-yl)piperazin-1-yl)ethyl)cyclobutane